7-bromo-6-methoxy-1,2,3-trimethyl-1,2,3,4-tetrahydroisoquinoline BrC1=C(C=C2CC(N(C(C2=C1)C)C)C)OC